(β-dodecylmercapto)-propionat CC(CCCCCCCCCC)SC(C(=O)[O-])C